FC1=C(C=CC(=C1)F)C(CC)NC(CN1C(NC2=CC=CC=C2C1=O)=O)=O N-(1-(2,4-difluorophenyl)propyl)-2-(2,4-dioxo-1,4-dihydroquinazolin-3(2H)-yl)acetamide